4-[3-[4-(1-Benzofuran-2-yl)-2,6-dichlorobenzoyl]-2,4-dihydro-1,3-benzoxazin-8-yl]-5-fluoro-2-(3-oxa-8-azabicyclo[3.2.1]octan-8-yl)benzoic acid O1C(=CC2=C1C=CC=C2)C2=CC(=C(C(=O)N1COC3=C(C1)C=CC=C3C3=CC(=C(C(=O)O)C=C3F)N3C1COCC3CC1)C(=C2)Cl)Cl